BrC1=CC=C(C(=O)NC2=NN(C3=CN=C(C=C32)C3=C(C=CC=C3OC)F)C(=O)OC(C)(C)C)C=C1 tert-Butyl 3-(4-bromobenzamido)-5-(2-fluoro-6-methoxyphenyl)-1H-pyrazolo[3,4-c]pyridine-1-carboxylate